4'-fluoro-2'H-trispiro[cyclopropane-1,3'-indene-1',1''-cyclohexane-3'',2'''-[1,3]dioxolane] FC1=C2C3(CC4(CC5(OCCO5)CCC4)C2=CC=C1)CC3